1-(12-bromododecyl)-4,5-dimethoxy-2-methylbenzene BrCCCCCCCCCCCCC1=C(C=C(C(=C1)OC)OC)C